ClC=1C=C(C=C(C1)F)C=1C=C(C(=NC1)C1=NC=C2N=C(N(C2=N1)C)C(F)(F)F)S(=O)(=O)CC 2-(5-(3-chloro-5-fluorophenyl)-3-(ethylsulfonyl)pyridin-2-yl)-9-methyl-8-(trifluoromethyl)-9H-purine